C(=O)(C=C)S=C(C)[O-] S-acrylthioacetate